C(C)OC1=C(C=C(C(=O)O)C=C1)\N=N\C1=C(C=CC=C1)C1=NC(=NC=C1)NC1=CC=C(C=C1)C(F)(F)F (E)-4-ethoxy-3-((2-(2-((4-(trifluoromethyl)phenyl)amino)pyrimidin-4-yl)phenyl)diazenyl)benzoic acid